Cl.NC/C(/CN1N=CN(C1=O)C=1C=C(C=CC1)C=1C=C2CCC(NC2=C(C1)C)=O)=C\F 6-(3-{1-[(2E)-2-(aminomethyl)-3-fluoroprop-2-en-1-yl]-5-oxo-1,5-dihydro-4H-1,2,4-triazol-4-yl}phenyl)-8-methyl-3,4-dihydroquinolin-2(1H)-one hydrochloride